1,3,5-triazine trisodium salt [Na].[Na].[Na].N1=CN=CN=C1